N-{(3S,4S)-3-methyl-1-[(1r,4S)-4-cyanocyclohexyl]-4-piperidyl}-6-{3-[4-(N-methylcarbamoyl)-5-fluoro-2-anisidino]-1-propynyl}-1-(2,2,2-trifluoroethyl)-1H-1,3-benzimidazole-4-carboxamide C[C@H]1CN(CC[C@@H]1NC(=O)C1=CC(=CC=2N(C=NC21)CC(F)(F)F)C#CCNC=2C(OC)=CC(=C(C2)C(NC)=O)F)C2CCC(CC2)C#N